1,1-dichloro-2,2-di(4-ethylphenyl)ethane ClC(C(C1=CC=C(C=C1)CC)C1=CC=C(C=C1)CC)Cl